FC1(CCN(CC1)C(=O)OC(C)(C)C)C=1N=NN(C1)[C@@H]1CC[C@H](CC1)C1=NN=C(N1C)[C@@H](C)OC1=CC(=CC=C1)C(C)C tert-Butyl 4-fluoro-4-{1-[trans-4-(4-methyl-5-{(1R)-1-[3-(propan-2-yl)phenoxy]ethyl}-4H-1,2,4-triazol-3-yl)cyclohexyl]-1H-1,2,3-triazol-4-yl}piperidine-1-carboxylate